2-phenyl-1,4-bis(α-hydroxyisopropyl)benzene C1(=CC=CC=C1)C1=C(C=CC(=C1)C(C)(C)O)C(C)(C)O